BrC1=CC=C(C=C1)N1N=C(C(=C1)C(=O)OCC)C ethyl 1-(4-bromophenyl)-3-methylpyrazole-4-carboxylate